tert-butyl 9-benzyl-7-oxo-3,9-diazabicyclo[3.3.1]nonane-3-carboxylate C(C1=CC=CC=C1)N1C2CN(CC1CC(C2)=O)C(=O)OC(C)(C)C